FC=1C=C(C=O)C=CC1C=1N(C=C(N1)C(F)(F)F)C(C)C 3-fluoro-4-(1-isopropyl-4-(trifluoromethyl)-1H-imidazol-2-yl)benzaldehyde